ClC1=C(C=C(C=C1)[C@]1(C([C@@](CCC1)(C)O)=O)NC)OC(F)(F)F (2R,6S)-2-(4-chloro-3-(trifluoromethoxy)phenyl)-6-hydroxy-6-methyl-2-methylamino-cyclohexan-1-one